1-[1-[4-(4,4,5,5-tetramethyl-1,3,2-dioxaborolan-2-yl)phenyl]ethyl]pyrrolidine CC1(OB(OC1(C)C)C1=CC=C(C=C1)C(C)N1CCCC1)C